5-Chloro-1-(3,5-dimethoxypyridin-4-yl-2-(6-ethoxypyridin-2-yl)-1H-imidazo[4,5-b]pyrazin-6-yl)cyclopropanesulfonamide ClC=1N=C2C(=NC1C1(CC1)S(=O)(=O)N)N(C(=N2)C2=NC(=CC=C2)OCC)C2=C(C=NC=C2OC)OC